2-(7-cyano-5-(tetrahydro-2H-pyran-4-yl)benzo[b]thiophen-2-yl)-4-methylthiazole-5-carboxylic acid C(#N)C1=CC(=CC2=C1SC(=C2)C=2SC(=C(N2)C)C(=O)O)C2CCOCC2